2,6-Dimethoxyphenyl methyl carbonate C(OC1=C(C=CC=C1OC)OC)(OC)=O